C(C)N1N=C(C=C1C(=O)NC=1NC2=C(CN(CC2)C(=O)N)N1)C 2-[(2-ethyl-5-methyl-pyrazole-3-carbonyl)amino]-1,4,6,7-tetrahydroimidazo[4,5-c]pyridine-5-carboxamide